4-(aminomethyl)-3-(3-hydroxycyclobutanecarboxamido)-N,N-dimethyl-1H-pyrazole-1-carboxamide NCC=1C(=NN(C1)C(=O)N(C)C)NC(=O)C1CC(C1)O